C(#N)C=1C=C(CC(C(=O)N)N2N=C(C(=C2)C2=CC=NC3=CC=CC=C23)C2=NC=CC=C2)C=CC1 (3-cyanobenzyl)-2-(3-(pyridin-2-yl)-4-(quinolin-4-yl)-1H-pyrazol-1-yl)acetamide